bromo-2-ethyl-2H-benzo[b][1,4]oxazin-3(4H)-one BrC1(C(NC2=C(O1)C=CC=C2)=O)CC